(1s,3R,5S)-N1-(4-(tert-butyl)phenyl)cyclohexane-1,3,5-triamine C(C)(C)(C)C1=CC=C(C=C1)NC1C[C@@H](C[C@@H](C1)N)N